C(C)(C)(C)OC([C@H](CCC(=O)O)NC(=O)OC(C)(C)C)=O (S)-5-(t-butoxy)-4-((t-butoxycarbonyl)amino)-5-oxopentanoic acid